C(C)N1CC2(CN(C2)C=2C=CC(=NC2)NC2=NC=C(C(=N2)C2=CC=3C(N(CC4(C3S2)CC(C4)(F)F)C)=O)F)C1 (2-((5-(6-ethyl-2,6-diazaspiro[3.3]hept-2-yl)pyridin-2-yl)amino)-5-fluoropyrimidin-4-yl)-3,3-difluoro-5'-methyl-5',6'-dihydro-4'H-spiro[cyclobutane-1,7'-thieno[3,2-c]pyridin]-4'-one